cyclononynen C1#CC=CCCCCC1